CC1=CC=C(C=C1)C(C(=O)NCC=1SC=C2C1CN(C2=O)C2C(NC(CC2)=O)=O)=O 2-(4-methylphenyl)-N-((5-(2,6-dioxopiperidin-3-yl)-4-oxo-5,6-dihydro-4H-thieno[3,4-c]pyrrol-1-yl)methyl)-2-oxoacetamide